COC1=CC=C(CN2CC(CC(C2)=O)=O)C=C1 1-(4-methoxybenzyl)piperidine-3,5-dione